1-(1-(Azetidin-3-ylmethyl)piperidin-4-yl)-3-(4-phenoxyphenyl)-1H-pyrazolo[3,4-d]pyrimidin-4-amine N1CC(C1)CN1CCC(CC1)N1N=C(C=2C1=NC=NC2N)C2=CC=C(C=C2)OC2=CC=CC=C2